N-((5-([1,2,4]triazolo[4,3-a]pyridin-6-yl)-2,3-dihydro-1H-inden-4-yl)carbamoyl)-4-(2-hydroxypropan-2-yl)thiophene-2-sulfonamide N=1N=CN2C1C=CC(=C2)C=2C(=C1CCCC1=CC2)NC(=O)NS(=O)(=O)C=2SC=C(C2)C(C)(C)O